C([C@@H]1[C@@H]([C@@H]([C@H](C(O1)N)O)O)O)O 1-amino-1-deoxy-D-galactose